C=1N=CN2C1C1=CC=CC=C1[C@H]2[C@@H]2CCCC([C@@H]2O)(C)C (1R,6s)-6-((R)-5H-imidazo[5,1-a]isoindol-5-yl)-2,2-dimethylcyclohexan-1-ol